4-(2-{[(2R,7aS)-2-fluoro-hexahydro-1H-pyrrolizin-7a-yl]methoxy}-8-fluoro-4-(piperidin-4-yl)pyrido[4,3-d]pyrimidin-7-yl)-5,6-difluoronaphthalen-2-ol F[C@@H]1C[C@@]2(CCCN2C1)COC=1N=C(C2=C(N1)C(=C(N=C2)C2=CC(=CC1=CC=C(C(=C21)F)F)O)F)C2CCNCC2